O1COC2=C1C=CC(=C2)C2=NOC(=N2)CSC2=NC=C(C=C2)C(F)(F)F 2-({[3-(2H-1,3-benzodioxol-5-yl)-1,2,4-oxadiazol-5-yl]methyl}sulfanyl)-5-(trifluoromethyl)pyridine